N[C@@H](CSCCCN)C(=O)O 4-thiahomolysine